C(#N)[C@H](C[C@H]1C(NCCC1)=O)NC(=O)[C@@H]1[C@@H]2[C@H](CN1C([C@H](C(C)(C)C)NC(C(F)(F)F)=O)=O)C21CC1 (1R,2S,5S)-N-((S)-1-cyano-2-((S)-2-oxopiperidin-3-yl)ethyl)-3-((S)-3,3-dimethyl-2-(2,2,2-trifluoroacetamido)butanoyl)-3-azaspiro[bicyclo[3.1.0]hexane-6,1'-cyclopropane]-2-carboxamide